O1CCC(=CC1)C1=C(C=C(C=C1)O)C(F)(F)F 4-(3,6-dihydro-2H-pyran-4-yl)-3-(trifluoromethyl)phenol